1-valeryl-2-hexadecanoyl-sn-glycero-3-phosphocholine C(CCCC)(=O)OC[C@@H](OC(CCCCCCCCCCCCCCC)=O)COP(=O)([O-])OCC[N+](C)(C)C